C(=O)(O)C=1C=C(C=CC1Cl)B(O)O 3-CARBOXY-4-CHLOROPHENYLBORONIC ACID